dibromobutylene glycol carbon [C].BrC(CCCO)(Br)O